(2-(((2-bromo-5-(trifluoromethyl)pyrazolo[1,5-a]pyrimidin-7-yl)amino)methyl)-2-(pyridin-2-yl)cyclopropyl)methanol BrC1=NN2C(N=C(C=C2NCC2(C(C2)CO)C2=NC=CC=C2)C(F)(F)F)=C1